COCOC=1C=C2C=CC=NC2=C(C1)C#C[Si](C(C)C)(C(C)C)C(C)C 6-(Methoxymethoxy)-8-[2-(triisopropylsilyl)ethynyl]quinoline